7-(5-methylfuran-2-yl)-3-(6-[4-hydroxytetrahydropyran-4-yl]pyrid-2-ylmethyl)-3H-[1,2,3]triazolo[4,5-d]pyrimidin CC1=CC=C(O1)C=1C2=C(N=CN1)N(N=N2)CC2=NC(=CC=C2)C2(CCOCC2)O